N[C@@H](CC1=CC=CC=C1)C(=O)N[C@@H](CCCNC(N)=N)C(=O)N[C@@H](CC1=CNC2=CC=CC=C12)C(=O)N[C@@H](CS)C(=O)N phenylalanyl-L-arginyl-L-tryptophyl-L-cysteinamide